3,17-dioxo-1,19-bis(2-thienyl)-2,18-bis(2-thienylmethyl)-4,6,8,12,14,16-hexaoxa-2,10,18-triaza-10-methyl-nonadecane O=C(N(CC=1SC=CC1)CC=1SC=CC1)OCOCOCN(COCOCOC(N(CC=1SC=CC1)CC=1SC=CC1)=O)C